(tri-tert-butylphenyl)iodonium C(C)(C)(C)C1=C(C(=C(C=C1)[IH+])C(C)(C)C)C(C)(C)C